tert-Butyl N-[4-amino-3-[bis(tert-butoxycarbonyl)amino]-2-fluoro-phenyl]-N-[(4-fluorophenyl)methyl]carbamate NC1=C(C(=C(C=C1)N(C(OC(C)(C)C)=O)CC1=CC=C(C=C1)F)F)N(C(=O)OC(C)(C)C)C(=O)OC(C)(C)C